BrC1=CC2=C(C(OC2(C)C)=O)C=C1 5-bromo-3,3-dimethyl-2-benzofuran-1-one